4-((2-(azetidin-1-ylmethyl)benzyl)amino)-N-(2,4-dimethoxybenzyl)-2,6-difluoro-3-methyl-N-(1,2,4-thiadiazol-5-yl)benzenesulfonamide N1(CCC1)CC1=C(CNC2=C(C(=C(C(=C2)F)S(=O)(=O)N(C2=NC=NS2)CC2=C(C=C(C=C2)OC)OC)F)C)C=CC=C1